ClC=1C(=C(C=CC1F)N(C(=O)[C@H]1N(C(NC1)=O)C1=CC(=C2C(=N1)C=CC2)C(F)(F)F)C)F (S)-N-(3-chloro-2,4-difluorophenyl)-N-methyl-2-oxo-3-(4-(trifluoromethyl)-5H-cyclopenta[B]pyridin-2-yl)imidazolidine-4-carboxamide